2-(3,8-diazabicyclo[3.2.1]octan-3-yl)-7-(thiazol-2-yl)-5-(trifluoro-methoxy)benzo[d]oxazole C12CN(CC(CC1)N2)C=2OC1=C(N2)C=C(C=C1C=1SC=CN1)OC(F)(F)F